O=C1NC(CCC1N1CC2=CC=C(C=C2C1=O)CNC(OCC1CC(C1)C)=O)=O ((1r,3r)-3-methylcyclobutyl)methyl ((2-(2,6-dioxopiperidin-3-yl)-3-oxoisoindolin-5-yl)methyl)carbamate